O1CCN(CC1)CC1=CC=C(C=C1)C#CC1=CC=C(C=C1)C1=CC(=NO1)CN1N=CN=C1C(C)O 1-(1-((5-(4-((4-(morpholinomethyl)phenyl)ethynyl)phenyl)isoxazol-3-yl)methyl)-1H-1,2,4-triazol-5-yl)ethan-1-ol